[Cl-].[Cl-].C[SiH](C)[Zr+2](C1C(C(C(C1C)C)C)C)C1C(=CC2=CC=CC=C12)C1=CC=CC=C1 dimethylsilyl-(2-phenyl-inden-1-yl)(2,3,4,5-tetramethylcyclopentyl)zirconium dichloride